2-[5-(2-{[4-(3-chlorophenyl)cyclohex-3-en-1-yl]amino}pyrimidin-5-yl)-1,3,4-oxadiazol-2-yl]-1-{1H,4H,5H,6H,7H-[1,2,3]triazolo[4,5-c]pyridin-5-yl}ethan-1-one ClC=1C=C(C=CC1)C1=CCC(CC1)NC1=NC=C(C=N1)C1=NN=C(O1)CC(=O)N1CC2=C(CC1)NN=N2